COC1=C(C=CC(=C1)CN1CCNCC1)CN1C=CC=2N=C(N=C(C21)OCCCCC)N 5-({2-Methoxy-4-[(piperazin-1-yl)methyl]phenyl}methyl)-4-(pentyloxy)-5H-pyrrolo[3,2-d]pyrimidin-2-amine